C1(CC1)N1C=C(C2=CC=CC=C12)C1=NC(=NC=C1C=1OC(=CN1)C)NC=1C(=CC(=C(C1)NC(C=C)=O)N1C[C@@H]2CN(C[C@@H]2C1)C)OC N-(5-((4-(1-Cyclopropyl-1H-indol-3-yl)-5-(5-methyloxazol-2-yl)pyrimidin-2-yl)amino)-4-methoxy-2-((3aR,6aS)-5-methylhexahydropyrrolo[3,4-c]pyrrol-2(1H)-yl)phenyl)acrylamide